galactosamine 6-sulfate S(=O)(=O)(O)OC[C@@H]1[C@@H]([C@@H]([C@H](C(O)O1)N)O)O